N-(2,3-difluoro-4-(1H-1,2,3-triazol-4-yl)phenyl)-4,6-dihydroxy-2-(methylthio)pyrimidine-5-carboxamide FC1=C(C=CC(=C1F)C=1N=NNC1)NC(=O)C=1C(=NC(=NC1O)SC)O